C(C)OC(=O)C1=CN(C=CC1=O)C(CC=1C(=NC(=C(C1)O)Cl)I)C(COC(C)=O)(C)C 1-(4-acetoxy-1-(6-chloro-5-hydroxy-2-iodopyridin-3-yl)-3,3-dimethylbut-2-yl)-4-oxo-1,4-dihydropyridine-3-carboxylic acid ethyl ester